(R)-(4-(7-chloropyrazolo[1,5-a]pyridin-2-yl)-6,7-dihydro-1H-imidazo[4,5-c]pyridin-5(4H)-yl)(5-(pyrazin-2-yl)-1,3,4-oxadiazol-2-yl)methanone ClC1=CC=CC=2N1N=C(C2)[C@@H]2N(CCC1=C2N=CN1)C(=O)C=1OC(=NN1)C1=NC=CN=C1